FC1=C(C=C2CCC(N(C2=C1)C)=O)C=1C=C(C=NC1)[C@@H](C)NS(=O)(=O)CC |o1:19| Ethanesulfonic acid {(R or S)-1-[5-(7-fluoro-1-methyl-2-oxo-1,2,3,4-tetrahydro-quinolin-6-yl)-pyridin-3-yl]-ethyl}-amide